C(C)C1=C2C(=CC=C1)O2 (R)-1,2-epoxyethyl-benzene